N-methylethenesulfonamide CNS(=O)(=O)C=C